The molecule is an inorganic sulfate salt obtained by reaction of sulfuric acid with two equivalents of ammonia. A high-melting (decomposes above 280℃) white solid which is very soluble in water (70.6 g/100 g water at 0℃; 103.8 g/100 g water at 100℃), it is widely used as a fertilizer for alkaline soils. It has a role as a fertilizer. It is an ammonium salt and an inorganic sulfate salt. [NH4+].[NH4+].[O-]S(=O)(=O)[O-]